ClC1=C(NCC2=CC(=C(C(=C2)O)N2CC(NS2(=O)=O)=O)F)C=C(C=C1)F 5-[4-[(2-chloro-5-fluoro-anilino)methyl]-2-fluoro-6-hydroxyphenyl]-1,1-dioxo-1,2,5-thiadiazolidin-3-one